5-methoxy-3-methyl-7-(tetrahydro-2H-pyran-4-yl)benzo[d]oxazol-2(3H)-one COC=1C=C(C2=C(N(C(O2)=O)C)C1)C1CCOCC1